(S)-(+)-2-methylbutyric anhydride CC[C@H](C)C(=O)OC(=O)[C@@H](C)CC